C1(CC1)COC=1C=C(C=O)C=CC1OC(F)F 3-(cyclopropylmethoxy)-4-(difluoromethoxy)benzaldehyde